N=NC1=CC=CC=C1 iminoaniline